(S)-5-(4-((3-ethyl-9-fluoro-2-oxo-2,3-dihydro-1H-pyrimido[4,5,6-de]quinazolin-8-yl)methyl)piperazin-1-yl)-6-methyl-N-(1-methylpyrrolidin-3-yl)picolinamide C(C)N1C(NC2=C(C(=CC=3C2=C1N=CN3)CN3CCN(CC3)C=3C=CC(=NC3C)C(=O)N[C@@H]3CN(CC3)C)F)=O